COC=1C=CC2=C(N(C(C(N2C)=O)=O)C2CCN(CC2)C2=NC=C(C=N2)CN2CCN(CC2)C)N1 6-methoxy-1-methyl-4-(1-(5-((4-methylpiperazin-1-yl)methyl)pyrimidin-2-yl)piperidin-4-yl)-1,4-Dihydropyrido[2,3-b]pyrazine-2,3-dione